The molecule is a mimotope of the pyruvate dehydrogenase E2 component (PDC-E2) comprising a {(2E)-3-[3-(trifluoromethyl)phenyl]prop-2-enoyl}- group linked to the lipoated PDC-E2 core dodecapeptide (DKATIGFEVQEE) at N-6 of lysine. It has a role as a mimotope. It is a polypeptide and a lipopeptide. CC[C@H](C)[C@@H](C(=O)NCC(=O)N[C@@H](CC1=CC=CC=C1)C(=O)N[C@@H](CCC(=O)O)C(=O)N[C@@H](C(C)C)C(=O)N[C@@H](CCC(=O)N)C(=O)N[C@@H](CCC(=O)O)C(=O)N[C@@H](CCC(=O)O)C(=O)O)NC(=O)[C@H]([C@@H](C)O)NC(=O)[C@H](C)NC(=O)[C@H](CCCCNC(=O)/C=C/C2=CC(=CC=C2)C(F)(F)F)NC(=O)[C@H](CC(=O)O)NC(=O)C